C=C1CC=C(C(C)C)CC1 beta-terpinene